BrC1=C(C=C(C(=C1)[N+](=O)[O-])OC)N1CCC(CC1)N1CC(C1)N(C)C 1-(1-(2-Bromo-5-methoxy-4-nitrophenyl)piperidin-4-yl)-N,N-dimethylazetidine-3-amine